2,4-dichloro-6-iodo-pyridin-3-amine ClC1=NC(=CC(=C1N)Cl)I